(E)-3-(4-(2-cyclopropyl-6-(trifluoromethyl)pyridin-4-yl)-1H-1,2,3-triazol-1-yl)-2-(Pyrimidin-5-yl)acrylamide C1(CC1)C1=NC(=CC(=C1)C=1N=NN(C1)/C=C(/C(=O)N)\C=1C=NC=NC1)C(F)(F)F